C(=O)(O)C[C@@H]1C[C@@H](NC1)C(=O)O (2R,4S)-4-(Carboxymethyl)pyrrolidine-2-carboxylic acid